C1(CC1)CON1C(C2=C(C=NC=C2CC1)F)=O (cyclopropylmethoxy)-8-fluoro-3,4-dihydro-2,6-naphthyridin-1(2H)-one